(acetyl-propyl)Ketone C(C)(=O)CCCC(=O)CCCC(C)=O